sodium (2S)-2-((S)-2-(((cyclohexyloxy)carbonyl)amino)-4-methylpentanamido)-1-hydroxy-3-((S)-2-oxopyrrolidin-3-yl)propane-1-sulfonate C1(CCCCC1)OC(=O)N[C@H](C(=O)N[C@H](C(S(=O)(=O)[O-])O)C[C@H]1C(NCC1)=O)CC(C)C.[Na+]